4-{[6-(2-Chloro-pyridin-4-yl)-2-(2-methoxy-ethylcarbamoyl)-3-methyl-imidazo[1,2-a]pyrazin-8-ylamino]-methyl}-4-cyano-piperidine-1-carboxylic acid tert-butyl ester C(C)(C)(C)OC(=O)N1CCC(CC1)(C#N)CNC=1C=2N(C=C(N1)C1=CC(=NC=C1)Cl)C(=C(N2)C(NCCOC)=O)C